4-[[2-chloro-6-[4-[4-[(4R)-4-amino-2-oxo-pyrrolidin-1-yl]phenyl]sulfonylpiperazin-1-yl]-4-pyridinyl]-difluoro-methyl]cyclohexanecarboxamide ClC1=NC(=CC(=C1)C(C1CCC(CC1)C(=O)N)(F)F)N1CCN(CC1)S(=O)(=O)C1=CC=C(C=C1)N1C(C[C@H](C1)N)=O